ClC1=NC2=CC(=C(C=C2N=C1Cl)OC)F 2,3-Dichloro-6-methoxy-7-fluoroquinoxaline